C1=CC=CC=2C3=CC=CC=C3C(C12)COC(=O)N[C@H](C(=O)NCCC(=O)O)CCCC(=O)N1[C@@H]2CN[C@H](C1)C2 3-((S)-2-((((9H-fluoren-9-yl)methoxy)carbonyl)amino)-6-((1S,4S)-2,5-diazabicyclo[2.2.1]heptan-2-yl)-6-oxohexanamido)propanoic acid